Tert-butyl (1-(5-((6-((((3-(6-hydroxy-3-oxoisoindolin-1-yl)-1H-indol-2-yl)methyl)amino)methyl)-1H-indol-1-yl)methyl)thiophen-2-yl)-1-oxo-5,8,11-trioxa-2-azatridecan-13-yl)carbamate OC1=CC=C2C(NC(C2=C1)C1=C(NC2=CC=CC=C12)CNCC1=CC=C2C=CN(C2=C1)CC1=CC=C(S1)C(NCCOCCOCCOCCNC(OC(C)(C)C)=O)=O)=O